C(CCCCCC)C(O[Si](OCCCCCCN(CCCCO)CCCC\C=C/C\C=C/C\C=C/C\C=C/C\C=C/CC)(C)C)OCCCCCCCC 15-heptyl-5-((5Z,8Z,11Z,14Z,17Z)-icosa-5,8,11,14,17-pentaen-1-yl)-13,13-dimethyl-12,14,16-trioxa-5-aza-13-silatetracosan-1-ol